FC(C(=O)O)(F)F.ClC=1C=C2C=CN(C2=C(C1)C1=C2C(=NC=C1)C=C(S2)CN2C(C(=CC2=O)C2=CC=CC=C2)=O)CC2(CCNCC2)F 1-((7-(5-chloro-1-((4-fluoropiperidin-4-yl)methyl)-1H-indol-7-yl)thieno[3,2-b]pyridin-2-yl)methyl)-3-phenyl-1H-pyrrole-2,5-dione trifluoroacetate